(S)-5-chloro-N2-(2-methoxy-4-((4-morpholinopiperidin-1-yl)sulfonyl)phenyl)-N4-(tetrahydrofuran-3-yl)-7H-pyrrolo[2,3-d]pyrimidine-2,4-diamine ClC1=CNC=2N=C(N=C(C21)N[C@@H]2COCC2)NC2=C(C=C(C=C2)S(=O)(=O)N2CCC(CC2)N2CCOCC2)OC